3-(6-(1-hydroxyethyl)-1-oxoisoindolin-2-yl)-1-(hydroxymethyl)piperidine-2,6-dione OC(C)C1=CC=C2CN(C(C2=C1)=O)C1C(N(C(CC1)=O)CO)=O